N1N=CN=C1[C@@H]1CN(CC1)C(=O)N1CC2(C1)CC(C2)CC2=NC=C(C=C2)OC(F)(F)F [(3S)-3-(1H-1,2,4-Triazol-5-yl)pyrrolidin-1-yl]-[6-[[5-(trifluoromethoxy)-2-pyridyl]methyl]-2-azaspiro[3.3]heptan-2-yl]methanone